FC1=CC=C(C=C1)C(C)OC=1C=C(C=CC1NS(=O)(=O)CC(F)(F)F)C1=NNC(=C1C(=O)N)NC1=NC=CC=C1 3-(3-(1-(4-fluorophenyl)ethoxy)-4-((2,2,2-trifluoroethyl)sulfonamido)phenyl)-5-(pyridin-2-ylamino)-1H-pyrazole-4-carboxamide